O1C(COCC1)C1=CC(=C(C(=C1)OC)S(=O)(=O)NC1=NOC2=C1C=C(C(=C2)NC2=CC(=NN2)CC)OC)OC 4-(1,4-dioxan-2-yl)-N-{6-[(3-ethyl-1H-pyrazol-5-yl)amino]-5-methoxy-1,2-benzoxazol-3-yl}-2,6-dimethoxybenzene-1-sulfonamide